C(CCCCC(=O)O)(=O)O.C(CCCCC(=O)O)(=O)O.OC[C@H](O)[C@@H](O)[C@H](O)[C@H](O)CO sorbitol diadipate